C(#N)C=1C=NN2C1C(=CC(=C2)C=2C=NN(C2)C)C=2C=CC(=NC2)N2[C@@H]1CC3CC(C[C@@H]2C3)(C1)NC(OC(C)(C)C)=O tert-butyl ((1R,3S,5s,7s)-2-(5-(3-cyano-6-(1-methyl-1H-pyrazol-4-yl)pyrazolo[1,5-a]pyridin-4-yl)pyridin-2-yl)-2-azaadamantan-5-yl)carbamate